N-ethyl-4-[3-[4-[[(3S,4R)-3-fluoro-1-methyl-4-piperidyl]amino]-1-(2,2,2-trifluoroethyl)indol-2-yl]prop-2-ynylamino]-3-hydroxy-benzamide C(C)NC(C1=CC(=C(C=C1)NCC#CC=1N(C2=CC=CC(=C2C1)N[C@H]1[C@H](CN(CC1)C)F)CC(F)(F)F)O)=O